C(C1=CC=CC=C1)(C1=CC=CC=C1)N1CCN(CC1)CC=1C=C2CN(C(C2=CC1F)=O)C1C(NC(CC1)=O)=O 3-(5-((4-benzhydryl-piperazin-1-yl)methyl)-6-fluoro-1-oxoisoindolin-2-yl)piperidine-2,6-dione